[Si](C)(C)(C(C)(C)C)O[C@H]1[C@H]([C@@H](O[C@@H]1CO)N1C=2N=C(NC(C2N=C1)=O)NC(C(C)C)=O)P([O-])([O-])=O.[NH+]1=CC=CC=C1.[NH+]1=CC=CC=C1 pyridin-1-ium (2R,3R,4R,5R)-4-((tert-butyldimethylsilyl)oxy)-5-(hydroxymethyl)-2-(2-isobutyramido-6-oxo-1,6-dihydro-9H-purin-9-yl)tetrahydrofuran-3-yl-phosphonate